(3s,5r)-1-ethyl-5-((1-(2-fluoro-6-hydroxy-4-methylphenyl)pyrrolo[1,2-d][1,2,4]triazin-4-yl)amino)piperidin-3-ol C(C)N1C[C@H](C[C@H](C1)NC1=NN=C(C=2N1C=CC2)C2=C(C=C(C=C2O)C)F)O